benzoimidazole-5-carboxylic acid (2-amino-ethyl)-amide hydrochloride Cl.NCCNC(=O)C1=CC2=C(N=CN2)C=C1